isocaproic acid nonyl ester C(CCCCCCCC)OC(CCC(C)C)=O